calcium-zinc-iron-selenium-iodine salt [I].[Se].[Fe].[Zn].[Ca]